FC=1C=C(C=CC1CO)C(CC1=NC(=NC(=N1)N[C@@H](CO)CC(C)C)NS(=O)(=O)C)C N-(4-(2-(3-Fluoro-4-(hydroxymethyl)phenyl)propyl)-6-(((R)-1-hydroxy-4-methylpentan-2-yl)amino)-1,3,5-triazin-2-yl)methanesulfonamide